N-(2-(4-((3-((1-(tetrahydro-2H-pyran-2-yl)-1H-pyrazol-4-yl)methyl)-5-(trifluoromethoxy)benzyl)amino)butoxy)ethyl)-6-(4H-1,2,4-triazol-4-yl)-1H-indazol-4-amine O1C(CCCC1)N1N=CC(=C1)CC=1C=C(CNCCCCOCCNC=2C=3C=NNC3C=C(C2)N2C=NN=C2)C=C(C1)OC(F)(F)F